1-(iodomethyl)-1-methylcyclopropane ICC1(CC1)C